N1N=CC2=CC=C(C=C12)\C=C\1/N=C(NC1)NC1=CC=CC=C1 (4Z)-4-[(1H-indazol-6-yl)methylidene]-2-(phenylamino)-4,5-dihydro-1H-imidazol